Methyl (S)-4-amino-3-((tetrahydro-2H-pyran-3-yl)amino)benzoate NC1=C(C=C(C(=O)OC)C=C1)N[C@@H]1COCCC1